N-(trans-3-ethoxycyclobutyl)-5-(3-(2,2-difluoroethyl)-2-methyl-3H-imidazo[4,5-b]pyridin-5-yl)pyrrolo[2,1-f][1,2,4]triazin-2-amine C(C)O[C@@H]1C[C@H](C1)NC1=NN2C(C=N1)=C(C=C2)C2=CC=C1C(=N2)N(C(=N1)C)CC(F)F